3-bromo-5-chloro-4-((3-chloro-4-methyl-2-(trifluoromethyl)quinolin-6-yl)oxy)phenyl-3,5-dioxo-2,3,4,5-tetrahydro-1,2,4-triazine-6-carbonitrile BrC=1C=C(C=C(C1OC=1C=C2C(=C(C(=NC2=CC1)C(F)(F)F)Cl)C)Cl)N1N=C(C(NC1=O)=O)C#N